(E)-1-(2-(trifluoromethyl)phenyl)ethan-1-one O-(2-chloro-6-((4,6-dimethoxypyrimidin-2-yl)thio)benzoyl) oxime ClC1=C(C(=O)O\N=C(/C)\C2=C(C=CC=C2)C(F)(F)F)C(=CC=C1)SC1=NC(=CC(=N1)OC)OC